BrC(C(=O)N1CCCCC1)C bromo-1-(piperidin-1-yl)propan-1-one